2-[2,2-dimethyltetrahydropyran-4-yl]-N-methyl-6-[(1S,2S)-2-methyl-1-(5-oxo-4H-1,2,4-oxadiazol-3-yl)cyclopropyl]-N-phenylthieno[2,3-b]pyrrole-5-carboxamide CC1(OCCC(C1)C1=CC2=C(N(C(=C2)C(=O)N(C2=CC=CC=C2)C)[C@@]2([C@H](C2)C)C2=NOC(N2)=O)S1)C